BrC=1C=C(C=NC1NCC1=CC(=C(C=C1)OC)OC)S(=O)(=O)NC1(CC1)C#N 5-bromo-N-(1-cyanocyclopropyl)-6-((3,4-dimethoxybenzyl)amino)pyridine-3-sulfonamide